methyl 1-(2-((tert-butyldimethylsilyl)oxy)ethyl)-4,5,6,7-tetrahydro-1H-benzo[d][1,2,3]triazole-5-carboxylate [Si](C)(C)(C(C)(C)C)OCCN1N=NC2=C1CCC(C2)C(=O)OC